O1N=C(N=C1)C1(CCNCC1)CNC1=NC=NC(=C1F)N(CC1=CC=C(C=C1)C(F)(F)F)C1CC1 N4-((4-(1,2,4-oxadiazol-3-yl)piperidin-4-yl)methyl)-N6-cyclopropyl-5-fluoro-N6-(4-(trifluoromethyl)benzyl)pyrimidine-4,6-diamine